N-ethyl-N-(3-(4-fluorophenyl)oxetan-3-yl)-2-isobutyryl-1,2,3,4-tetrahydroisoquinoline-6-sulfonamide C(C)N(S(=O)(=O)C=1C=C2CCN(CC2=CC1)C(C(C)C)=O)C1(COC1)C1=CC=C(C=C1)F